2-(2,2-difluoroacetyl)bicyclo[3.1.0]hexan-3-one FC(C(=O)C1C2CC2CC1=O)F